S1C=NC=2C=NC=3C=CC=CC3C21 thiazolo[4,5-c]quinoline